FC=1C=C(C#N)C=C(C1)OC1=C2C=NN(C2=C(C=C1)S(=O)(=O)C(F)(F)F)COC 3-fluoro-5-{[1-(methoxymethyl)-7-(trifluoromethanesulfonyl)-1H-indazol-4-yl]oxy}benzonitrile